N-((1R,3R)-3-(((5-fluoro-2-((4-morpholinophenyl)amino)pyrimidin-4-yl)oxy)methyl)cyclobutyl)acetamide FC=1C(=NC(=NC1)NC1=CC=C(C=C1)N1CCOCC1)OCC1CC(C1)NC(C)=O